[O].CC1(NC(CCC1)(C)C)C 2,2,6,6-tetramethyl-piperidine oxygen